C(C)OC=1C(=CC2=CN(N=C2C1)C)C(=O)NC=1N=CC(=NC1)N1C[C@H](N([C@H](C1)C)C(=O)OC(C)(C)C)C tert-butyl (2R,6S)-4-(5-(6-ethoxy-2-methyl-2H-indazole-5-carboxamido)pyrazin-2-yl)-2,6-dimethylpiperazine-1-carboxylate